C(C1=CC=CC=C1)(C1=CC=CC=C1)N1CCC2(CN(C2)C(=O)C=2C=C3CN(C(C3=CC2)=O)C2C(NC(CC2)=O)=O)CC1 3-(5-(7-benzhydryl-2,7-diazaspiro[3.5]nonane-2-carbonyl)-1-oxoisoindolin-2-yl)piperidine-2,6-dione